tert-butyl ((3S*,4S*)-4-hydroxypiperidin-3-yl)carbamate O[C@@H]1[C@H](CNCC1)NC(OC(C)(C)C)=O |o1:1,2|